(3-((5-amino-2-((4-methoxyphenyl)amino)pyrimidin-4-yl)amino)phenyl)carbamic acid tert-butyl ester C(C)(C)(C)OC(NC1=CC(=CC=C1)NC1=NC(=NC=C1N)NC1=CC=C(C=C1)OC)=O